(((4-aminopyrimidin-5-yl)oxy)methyl)pyrrolidine-1-carboxylic acid tert-butyl ester C(C)(C)(C)OC(=O)N1C(CCC1)COC=1C(=NC=NC1)N